ClC=1C(=NC(=NC1)NC1=CC(=C(C=C1OC)N1CCC2(CN(C2)C(C)=O)CC1)CC)NC1=C(C(=C(C=C1)C)C)P(=O)(C)C 1-(7-(4-((5-Chloro-4-((2-(dimethylphosphoryl)-3,4-dimethylphenyl)amino)pyrimidin-2-yl)amino)-2-Ethyl-5-methoxyphenyl)-2,7-diazaspiro[3.5]non-2-yl)ethan-1-one